C(C)(=O)OCCOC=1C=CC=2C3(C4=CC=CC=C4SC2C1OCCOC(C)=O)OCC(CO3)CCC3COC1(C2=CC=CC=C2SC=2C(=C(C=CC12)OCCOC(C)=O)OCCOC(C)=O)OC3 2-[4'-(2-acetoxyethoxy)-5-[2-[3',4'-bis(2-acetoxyethoxy)spiro[1,3-dioxane-2,9'-thioxanthene]-5-yl]ethyl]spiro[1,3-dioxane-2,9'-thioxanthene]-3'-yl]oxyethyl acetate